CC(=CCC1=CC=CC=C1C=CC(=O)C2=CC=CC=C2)C prenylchalcone